N-(2-isopropyl-5-Methoxy-phenyl)hydrazinecarbothioamide C(C)(C)C1=C(C=C(C=C1)OC)NC(=S)NN